N1CCCCC=C1 2,3,4,5-tetrahydroazepine